6-(2,4-Difluorophenoxy)-N-(piperidin-3-yl)-8,9-dihydroimidazo[1',2':1,6]pyrido[2,3-d]pyrimidin-2-amine FC1=C(OC2=CC3=C(N=C(N=C3)NC3CNCCC3)N3C2=NCC3)C=CC(=C1)F